1-{(1S,4S)-5-[(S)-4-(2,3-Dihydro-[1,4]dioxino[2,3-b]pyridin-3-yl)-benzyl]-2,5-diaza-bicyclo[2.2.1]hept-2-yl}-2-hydroxy-ethanone O1C[C@@H](OC2=NC=CC=C21)C2=CC=C(CN1[C@@H]3CN([C@H](C1)C3)C(CO)=O)C=C2